N-(2,3,4-trihydroxy-5-acrylamido-6-carboxybenzyl)acrylamide tungsten-titanium-molybdenum [Mo].[Ti].[W].OC1=C(CNC(C=C)=O)C(=C(C(=C1O)O)NC(C=C)=O)C(=O)O